(±)-sodium (9,10-dimethoxy-2-oxo-1,6,7,11b-tetrahydro-2H-pyrido[2,1-a]isoquinolin-3(4H)-ylidene)methanolate COC=1C=C2CCN3C(C2=CC1OC)CC(C(C3)=C[O-])=O.[Na+]